FC=1C=C(C=NC1C=1N(C=CC1)C)C1(CCNCC1)C(=O)N[C@@H]1CN(CC1)C 4-[5-fluoro-6-(1-methyl-1H-pyrrol-2-yl)pyridin-3-yl]-N-[(3S)-1-methylpyrrolidin-3-yl]piperidine-4-carboxamide